N-lauroyl-glutamic acid sodium [Na].C(CCCCCCCCCCC)(=O)N[C@@H](CCC(=O)O)C(=O)O